C(C1=CC=CC=C1)N(C(=O)C1=NC2=C(N1)C=CC=C2)C2CCN(CC2)CCCC N-benzyl-N-(1-butylpiperidin-4-yl)-1H-benzo[d]imidazole-2-carboxamide